FC1=CC(=C(C=C1)N1CN(C(C2=CC=C(C=C12)C(F)(F)F)=O)C1=CNC(C=C1)=O)OCCO 1-(4-fluoro-2-(2-hydroxyeth-oxy)phenyl)-3-(6-oxo-1,6-dihydropyridin-3-yl)-7-(trifluoromethyl)-2,3-dihydroquinazolin-4(1H)-one